(2S,4R)-1-((S)-2-amino-3,3-dimethylbutanoyl)-N-((S)-1-(4-cyanophenyl)ethyl)-4-hydroxypyrrolidine-2-carboxamide N[C@H](C(=O)N1[C@@H](C[C@H](C1)O)C(=O)N[C@@H](C)C1=CC=C(C=C1)C#N)C(C)(C)C